[4-({[(3R,5aS,6R,8aS,9R,10R,12R,12aR)-3,6,9-trimethyldecahydro-12H-3,12-epoxypyrano[4,3-j][1,2]benzodioxepin-10-carbonyl]amino}methyl)phenyl]boronic acid C[C@@]12OO[C@]34[C@@H](CC1)[C@@H](CC[C@H]3[C@H]([C@@H](O[C@@H]4O2)C(=O)NCC2=CC=C(C=C2)B(O)O)C)C